4-(7-hydroxy-3-isopropyl-1H-pyrazolo[4,3-d]pyrimidin-1-yl)-N-(4-(trifluoromethyl)pyridin-2-yl)benzamide OC=1C2=C(N=CN1)C(=NN2C2=CC=C(C(=O)NC1=NC=CC(=C1)C(F)(F)F)C=C2)C(C)C